CC12CC3CC(CC(C1)(C3)C)C2 5,7-dimethyladamantan